3-Ethyl-6-(5-(7-ethyl-7H-imidazo[4,5-c]pyridazin-4-yl)-2-fluorophenyl)-5-methoxybenzo[d]oxazol-2(3H)-one C(C)N1C(OC2=C1C=C(C(=C2)C2=C(C=CC(=C2)C=2C1=C(N=NC2)N(C=N1)CC)F)OC)=O